4-Bromo-6-chloro-1-ethyl-5-methyl-indoline-2,3-dione BrC1=C2C(C(N(C2=CC(=C1C)Cl)CC)=O)=O